CC1=NC=C(N=C1)N1N=C(N=C1[C@H](C)NC(C1=CC(=CC(=C1)OC(F)(F)F)C1CC1)=O)C Methyl-5-(5-{(1S)-1-[3-Cyclopropyl-5-(trifluoromethoxy)benzamido]ethyl}-3-Methyl-1H-1,2,4-triazol-1-yl)pyrazin